benzyl 3-oxocyclopentane-1-carboxylate O=C1CC(CC1)C(=O)OCC1=CC=CC=C1